O1COCC2=C1C=CC(=C2)C(N2CCN(CC2)C(=O)OC2=NC=CC=C2)C2=CC1=C(OCOC1)C=C2 pyridin-2-yl 4-(bis(4H-benzo[d][1,3]dioxin-6-yl)methyl)piperazine-1-carboxylate